5-(2-phenylpropan-2-yl)-1,3,4-oxadiazol C1(=CC=CC=C1)C(C)(C)C1=NN=CO1